3-(8-formyl-7-hydroxy-4-methyl-2-oxo-2H-chromen-3-yl)-propionic acid C(=O)C=1C(=CC=C2C(=C(C(OC12)=O)CCC(=O)O)C)O